tert-Butyl 4-(5-azaspiro[2.5]octan-5-yl)-3-methylpiperidine-1-carboxylate (racemic)-tert-Butyl-3-methyl-4-oxopiperidine-1-carboxylate C(C)(C)(C)OC(=O)N1C[C@H](C(CC1)=O)C.C1CC12CN(CCC2)C2C(CN(CC2)C(=O)OC(C)(C)C)C |r|